FC1=C(C(=CC(=C1)CNC1=NC=C(C=N1)C(C)C)O)N1CC(NS1(=O)=O)=O 5-[2-fluoro-6-hydroxy-4-[[(5-isopropylpyrimidin-2-yl)amino]methyl]phenyl]-1,1-dioxo-1,2,5-thiadiazolidin-3-one